FC(C(=O)O)(F)F.FC1=CC=C(C=C1)C1CC(N(C1)S(=O)(=O)N1CCOCC1)CS(=O)(=O)C1=CC=C(S1)CN (5-(((4-(4-Fluorophenyl)-1-(morpholinosulfonyl)pyrrolidin-2-yl)methyl)sulfonyl)thiophen-2-yl)methanamine 2,2,2-trifluoroacetate